NC(CNC(=O)[C@@H]1CN(CCC1)CC(=O)N1CCC(CC1)C=1C=C2C(=C(NC2=CC1)C1=CC(=C(C=C1)OC)OC)C(C)C)=O (S)-N-(2-amino-2-oxoethyl)-1-(2-(4-(2-(3,4-dimethoxyphenyl)-3-isopropyl-1H-indol-5-yl)piperidin-1-yl)-2-oxoethyl)piperidine-3-carboxamide